C(#N)C[C@@H](C1=CC=C(C=C1)S(=O)(=O)CC)NC(C1=CC=C(C=C1)N1[C@@H](C[C@@H](C1)OC1=CC=C(C=C1)OC)COC(F)F)=O N-((S)-2-cyano-1-(4-(ethylsulfonyl)phenyl)ethyl)-4-((2S,4S)-2-((difluoromethoxy)methyl)-4-(4-methoxyphenoxy)pyrrolidin-1-yl)benzamide